C(C1=CC=CC=C1)OC1=CC=C(C=C1)C1=NC(=NC=C1)C(=O)O 4-(4-(benzyloxy)phenyl)pyrimidine-2-carboxylic acid